1-[4-(1,3-benzothiazol-2-yloxy)-3-methoxyphenyl]-3-(trifluoromethyl)pentan-3-ol S1C(=NC2=C1C=CC=C2)OC2=C(C=C(C=C2)CCC(CC)(O)C(F)(F)F)OC